NC1=NC=2C=C(C(=CC2C2=C1COC2)C(=O)N(C)[C@H]2C(CC1=NC(=CC=C12)C(F)(F)F)(C)C)F 4-amino-N-((5S)-6,6-dimethyl-2-(trifluoromethyl)-6,7-dihydro-5H-cyclopenta[b]-pyridin-5-yl)-7-fluoro-N-methyl-1,3-dihydrofuro[3,4-c]-quinoline-8-carboxamide